3-((4-(5-(Difluoromethyl)-1,3,4-oxadiazol-2-yl)-2-fluorobenzyl)(phenyl)amino)-4-thiomorpholinocyclobut-3-ene-1,2-dione FC(C1=NN=C(O1)C1=CC(=C(CN(C=2C(C(C2N2CCSCC2)=O)=O)C2=CC=CC=C2)C=C1)F)F